(S)-N-(3-(1-((2-amino-5-chloropyridin-3-yl)oxy)ethyl)-phenyl)-3,4-dichlorobenzamide NC1=NC=C(C=C1O[C@@H](C)C=1C=C(C=CC1)NC(C1=CC(=C(C=C1)Cl)Cl)=O)Cl